F[C@@H]1CN(CC[C@@H]1NC1=NN2C(C(=N1)N)=C(C=C2)C2=CC=C1C(=N2)N(C(=N1)C)CC(F)(F)F)C1COC1 N2-((3R,4S)-3-Fluoro-1-(oxetan-3-yl)piperidin-4-yl)-5-(2-methyl-3-(2,2,2-trifluoroethyl)-3H-imidazo[4,5-b]pyridin-5-yl)pyrrolo[2,1-f][1,2,4]triazine-2,4-diamine